(7R)-8-cyclopentyl-7-ethyl-5-methyl-2-[2-[2-(4-piperidyloxy)ethoxy]anilino]-7H-pteridin-6-one C1(CCCC1)N1[C@@H](C(N(C=2C=NC(=NC12)NC1=C(C=CC=C1)OCCOC1CCNCC1)C)=O)CC